FC(C(=O)C1=CC=CC=C1)(F)F 2,2,2-trifluoro-acetophenone